ClC1=CC=C(C=C1)C1=C(C=CC=C1)CN1CCN(CC1)C(=O)C=1C=C2C=NC(C2=C(C1)F)=O 5-(4-((4'-chloro-[1,1'-biphenyl]-2-yl)methyl)piperazine-1-carbonyl)-7-fluoro-1-oxoisoindole